FC1(CC=C(C(C1)C([2H])([2H])[2H])C1=NC=CC(=C1N)C1=C(C=CC(=C1)F)F)F (4,4-difluoro-6-(methyl-d3)cyclohex-1-en-1-yl)-4-(2,5-difluorophenyl)pyridin-3-amine